9-(2,6-difluorophenyl)-3-methyl-16-thia-2,4,5,8-tetrazatetracyclo[8.6.0.02,6.011,15]hexadeca-1(10),3,5,8,11(15)-pentaene-14-carboxylic acid FC1=C(C(=CC=C1)F)C1=NCC2=NN=C(N2C=2SC=3C(CCC3C12)C(=O)O)C